(1R)-2-methoxy-2-methyl-1-(4-((2-methylpentyl)oxy)phenyl)propan-1-amine COC([C@H](N)C1=CC=C(C=C1)OCC(CCC)C)(C)C